FC(OCCN(CCC(C(=O)O)NC(CC(CC)CC)=O)CCCCC1=NC=2NCCCC2C=C1)F 4-[2-(difluoromethoxy)ethyl-[4-(5,6,7,8-tetrahydro-1,8-naphthyridin-2-yl)butyl]amino]-2-(3-ethylpentanoylamino)butanoic acid